(3S)-3-[4-(pent-4-en-1-yloxy)phenyl]Hex-4-ynoic acid methyl ester COC(C[C@H](C#CC)C1=CC=C(C=C1)OCCCC=C)=O